NC[C@H]1OCC(N(C1)CC1CC1)=O (6R)-6-(aminomethyl)-4-(cyclopropylmethyl)morpholin-3-one